(E)-tert-butyldimethyl-((4-(4,4,5,5-tetramethyl-1,3,2-dioxaborolan-2-yl)but-3-en-1-yl)oxy)silane zinc [Zn].C(C)(C)(C)[Si](OCC\C=C\B1OC(C(O1)(C)C)(C)C)(C)C